C(C)(C)[C@H]1[C@@H](C[C@@H](CC1)C)C(CCO)O ((1r,2s,5r)-2-isopropyl-5-methylcyclohexyl)propane-1,3-diol